CC1(O[C@H]2[C@@H](O1)[C@H](C[C@@H]2C2CCN(CC2)C(=O)OC(C)(C)C)OS(=O)(=O)C(F)(F)F)C Tert-butyl 4-((3aR,4R,6S,6aR)-2,2-dimethyl-6-(((trifluoromethyl) sulfonyl)oxy)tetrahydro-4H-cyclopenta[d][1,3]dioxol-4-yl)piperidine-1-carboxylate